[S].NC(=O)N Urea sulfur